OC1=C(C(=CC2=C1C=CO2)C)C2=CC1=C(N=N2)N(C=N1)[C@H]1CN(CCC1)CC#N 2-[(3R)-3-[3-(4-hydroxy-6-methyl-benzofuran-5-yl)imidazo[4,5-c]pyridazin-7-yl]-1-piperidyl]acetonitrile